COC1=CC=C(C(=O)NC2=CC=C(C=C2)N2CCN(CC2)C2=C(C=CC=C2)OC)C=C1 4-Methoxy-N-{4-[4-(2-methoxyphenyl)piperazin-1-yl]phenyl}benzamid